N(C(=N)N)CCCCCNC(=N)N 1,5-diguanidinopentane